C(C)(C)(C)OC(NCC1=NC=C(C=C1)C1=C(C=CC=C1F)Cl)=O ((5-(2-chloro-6-fluorophenyl)pyridin-2-yl)methyl)carbamic acid tert-butyl ester